CC=1N(C=CC1)C=1C=CC2=C(CC(O2)C(=O)OCC)C1 ethyl 5-(2-methyl-1H-pyrrol-1-yl)-2,3-dihydrobenzofuran-2-carboxylate